N-((3S,4S)- and (3R,4R)-4-(2-(5-Amino-1-cyclobutyl-3-methyl-1H-pyrazol-4-yl)ethyl)tetrahydrofuran-3-yl)-2-chloro-5-(trifluoromethyl)pyrimidin-4-amine NC1=C(C(=NN1C1CCC1)C)CC[C@H]1[C@@H](COC1)NC1=NC(=NC=C1C(F)(F)F)Cl |r|